tert-butyl (1R,2R,5S)-2-[[2-[(4,4-difluorocyclohexyl)amino]-1-(5-fluoro-3-pyridyl)-2-oxo-ethyl]-[4-(pentafluoro-λ6-sulfanyl)phenyl]carbamoyl]-3-azabicyclo[3.1.0]hexane-3-carboxylate FC1(CCC(CC1)NC(C(C=1C=NC=C(C1)F)N(C(=O)[C@H]1[C@@H]2C[C@@H]2CN1C(=O)OC(C)(C)C)C1=CC=C(C=C1)S(F)(F)(F)(F)F)=O)F